FC(C1=NC=CC(=C1)CCC(=O)O)F 2-(difluoromethyl)-4-pyridinepropanoic acid